N-(2-chloro-6-fluorophenyl)-5-fluoro-4-(3-oxo-5,6,7,8-tetrahydro[1,2,4]triazolo[4,3-a]pyridin-2(3H)-yl)-2-{[(2S)-1,1,1-trifluoropropan-2-yl]oxy}benzamide ClC1=C(C(=CC=C1)F)NC(C1=C(C=C(C(=C1)F)N1N=C2N(CCCC2)C1=O)O[C@H](C(F)(F)F)C)=O